tertiary butyl 4-((1-(3-methoxy-4-nitrophenyl)piperidin-4-yl)methyl)piperazin-1-carboxylate COC=1C=C(C=CC1[N+](=O)[O-])N1CCC(CC1)CN1CCN(CC1)C(=O)OC(C)(C)C